CC1=CC=C(C(=O)N/N=C/C=2C=CC3=C(C=CC(O3)=O)C2)C=C1 (E)-4-methyl-N'-((2-oxo-2H-benzopyran-6-yl)methylene)benzohydrazide